6-bromo-4-fluoro-2-methyl-2H-benzo[d][1,2,3]triazole BrC=1C=C(C=2C(=NN(N2)C)C1)F